FC1=C(C(=CC=C1)S(=O)(=O)C1=CC=CC=C1)C(F)(F)F 1-fluoro-3-(benzenesulfonyl)-2-(trifluoromethyl)benzene